8-bromobenzothiopyran-4-one BrC1=CC=CC=2C(C=CSC21)=O